4-(2-((R)-2-(2-isopropylphenyl)-4-(pyridin-4-ylmethyl)piperazin-1-yl)-7-azaspiro[3.5]nonan-7-yl)benzamide C(C)(C)C1=C(C=CC=C1)[C@H]1N(CCN(C1)CC1=CC=NC=C1)C1CC2(C1)CCN(CC2)C2=CC=C(C(=O)N)C=C2